2-methyl-4-(4-tertbutylphenyl)indenyl-zirconium dichloride [Cl-].[Cl-].CC=1C(C2=CC=CC(=C2C1)C1=CC=C(C=C1)C(C)(C)C)[Zr+2]